(R)-N-(2-(4-isopropyl-4,5-dihydrooxazol-2-yl)-6-methylphenyl)methanesulfonamide C(C)(C)[C@H]1N=C(OC1)C1=C(C(=CC=C1)C)NS(=O)(=O)C